N1N=CC2=CC(=CC=C12)SSC=1C=C2C=NNC2=CC1 1H-indazol-5-yldisulfide